NC(CC(=O)O)C(NC(C(=O)OC1CCCCC1)CO)=O 3-amino-3-{[1-(cyclohexyloxy)-3-hydroxy-1-oxopropan-2-yl]carbamoyl}propanoic acid